tert-butyl 2-(3-{[2-cyclopropyl-6-fluoro-4-(methoxycarbonyl)phenyl]amino}phenyl)-4,5-dihydro-1H-imidazole-1-carboxylate C1(CC1)C1=C(C(=CC(=C1)C(=O)OC)F)NC=1C=C(C=CC1)C=1N(CCN1)C(=O)OC(C)(C)C